3-(1-methylpyrazol-4-yl)-6,7-dihydro-5H-pyrrolo[4,3-b]pyridin-5-one CN1N=CC(=C1)C=1C=C2C(=NC1)CNC2=O